5-bromo-2-((2-(piperidin-1-yl)propoxy)methyl)pyridine BrC=1C=CC(=NC1)COCC(C)N1CCCCC1